FC1=C(C(=CC=C1)C)N1CCC(CC1)N1C(N(C=2C(C1)=CN(N2)CC2(COC2)F)CC2=C(C=CC=C2)C(F)(F)F)=O 5-[1-(2-Fluoro-6-methyl-phenyl)-piperidin-4-yl]-2-(3-fluoro-oxetan-3-ylmethyl)-7-(2-trifluoromethylbenzyl)-2,4,5,7-tetrahydro-pyrazolo[3,4-d]pyrimidin-6-one